C(C(C)C)(=O)C1(NC(C2=NC=NC2=N1)=O)N 2-isobutyrylguanine